C1(CC1)CON1C(C2=C(C=NC=C2CC1)NC1=C(C=C(C=C1)I)F)=O 2-(cyclopropylmethoxy)-8-(2-fluoro-4-iodophenylamino)-3,4-dihydro-2,6-naphthyridin-1(2H)-one